C(CCC)O[Zr](OCCCC)(OCCCC)OCCCC tetra-n-Butoxyzirconium (IV)